tert-butyl 1-(6-aminopyrazin-2-yl)hexahydropyrrolo[3,4-b]pyrrole-5(1H)-carboxylate NC1=CN=CC(=N1)N1C2C(CC1)CN(C2)C(=O)OC(C)(C)C